2-(dimethylaminoethyl)-1H-indol-4-yl dihydrogen phosphate P(=O)(OC1=C2C=C(NC2=CC=C1)CCN(C)C)(O)O